S-(1-(5-(difluoromethyl)-1,3,4-thiadiazol-2-yl)-4-fluoro-1H-indazol-6-yl) benzothioate C(C1=CC=CC=C1)(SC1=CC(=C2C=NN(C2=C1)C=1SC(=NN1)C(F)F)F)=O